1-(Difluoromethylene)-5-(3-{[(3R)-hexahydropyridin-3-yl]amino}-5-methyl-1,2,4-triazin-6-yl)-2,3-dihydro-1H-inden-4-ol FC(=C1CCC=2C(=C(C=CC12)C1=C(N=C(N=N1)N[C@H]1CNCCC1)C)O)F